[Fe].[Cu].[Sn] tin-copper-iron